NC1=NC=CC=2N1C(=NC2C2N(CCCC2)C(C#CC)=O)C2=CC(=C(OC=1C=C(C#N)C=CN1)C=C2)Cl 2-(4-(5-amino-1-(1-(but-2-ynoyl)piperidin-yl)imidazo[1,5-c]pyrimidin-3-yl)-2-chlorophenoxy)isonicotinonitrile